methyl 5-(2-acetamidoimidazo[1,2-b]pyridazin-6-yl)-3-fluoro-2-methylbenzoate C(C)(=O)NC=1N=C2N(N=C(C=C2)C=2C=C(C(=C(C(=O)OC)C2)C)F)C1